IC=1C(NC(N([C@H]2[C@H](O)[C@H](O)[C@@H](CO)O2)C1)=O)=O C5-iodouridine